C(C)(C)C1=CC=C(C=C1)C=1N=C2N(C=CC=N2)C1CN1CC2CCC(CC1)N2C=O [3-{[2-(4-isopropylphenyl)imidazo[1,2-a]pyrimidin-3-yl]methyl}-3,9-diazabicyclo[4.2.1]nonan-9-yl]methanone